N-(5-chloro-6-(2H-1,2,3-triazol-2-yl)pyridin-3-yl)-5-cyclopropyl-4-(3-ethynylpyridin-4-yl)-2-methylbenzamide ClC=1C=C(C=NC1N1N=CC=N1)NC(C1=C(C=C(C(=C1)C1CC1)C1=C(C=NC=C1)C#C)C)=O